(R)-1-(3-fluorobicyclo[1.1.1]pentan-1-yl)-3-(isoquinolin-4-yl)-2-oxoimidazolidine-4-carbonitrile FC12CC(C1)(C2)N2C(N([C@H](C2)C#N)C2=CN=CC1=CC=CC=C21)=O